C(#N)[C@H](C[C@H]1C(NCC1)=O)NC(=O)[C@@H]1[C@H]2C([C@H]2CN1C([C@H](C(C)(C)C)NC(CN1CCOCC1)=O)=O)(C)C (1R,2S,5S)-N-((S)-1-cyano-2-((S)-2-oxopyrrolidin-3-yl)ethyl)-3-((S)-3,3-dimethyl-2-(2-morpholinoacetamido)butanoyl)-6,6-dimethyl-3-azabicyclo[3.1.0]hexane-2-carboxamide